OC1=C(C(=O)N(C=2C=C3C=NN(C3=CC2)C)C)C=C(C(=C1)O)C(C)C 2,4-dihydroxy-5-isopropyl-N-methyl-N-(1-methyl-1H-indazol-5-yl)benzamide